C(C)C=1C=C(C(=C(C1)[C@@H](C(=O)O)N1C[C@@H](CC1)OCCCCCC1=NC=2NCCCC2C(=C1)C)OC)F (S)-2-(5-ethyl-3-fluoro-2-methoxyphenyl)-2-((R)-3-((5-(4-methyl-5,6,7,8-tetrahydro-1,8-naphthyridin-2-yl)pentyl)oxy)pyrrolidin-1-yl)acetic acid